(1-Acetylpiperidin-4-yl)-6-(4-chlorophenyl)-8-(pyridin-3-yl)pyrido[3,4-d]pyrimidin-4(3H)-one C(C)(=O)N1CCC(CC1)C=1NC(C2=C(N1)C(=NC(=C2)C2=CC=C(C=C2)Cl)C=2C=NC=CC2)=O